C(C)OC(=O)C1=NC=C(C=C1Cl)C(F)(F)F 3-chloro-5-(trifluoromethyl)pyridinecarboxylic acid ethyl ester